C=C\C=C/CCCC[C@H]1[C@@H](CCCCCCCC)O1 (3Z,6Z-9S,10R)-9,10-epoxy-octadecadiene